[Si](C1=CC=CC=C1)(C1=CC=CC=C1)(C(C)(C)C)OC/C=C(\C)/F (E)-4-((tert-butyldiphenylsilyl)oxy)-2-fluorobut-2-en